C(C)(=O)ON=C(C)C=1C=CC=2N(C3=CC=C(C=C3C2C1)C(C1=C(C=CC=C1)C)=O)CC 1-[9-ethyl-6-(2-methylbenzoyl)-9H-carbazole-3-yl]-ethanone 1-(O-acetyl oxime)